C(CCC)OC(=O)N1C2(CN(CC1CC2)C(C2=CC=CC=C2)(C2=CC=CC=C2)C2=CC=CC=C2)F butyl-1-fluoro-3-trityl-3,8-diazabicyclo[3.2.1]octane-8-carboxylate